Methyl 4-(3,5-difluorobenzyl)-2-methyl-3,4-dihydro-2H-benzo[b][1,4]thiazine-6-carboxylate FC=1C=C(CN2C3=C(SC(C2)C)C=CC(=C3)C(=O)OC)C=C(C1)F